2-methyl-1,3-diisocyanatocyclohexane CC1C(CCCC1N=C=O)N=C=O